4-bromo-2,5-dimethyl-2H-indazole BrC=1C2=CN(N=C2C=CC1C)C